Cl.ClC1=C(C=NN1C1CCNCC1)[N+](=O)[O-] 4-(5-chloro-4-nitro-1H-pyrazol-1-yl)piperidine hydrochloride